NC1=NN2C(C3=C(C4=CC(=C(C1=C24)OC2=C(C=CC(=C2)F)Cl)NC(C2=CC(=CC(=C2)C(F)(F)F)F)=O)CCC3)=O N-(4-Amino-3-(2-chloro-5-fluorophenoxy)-7-oxo-7,8,9,10-tetrahydrocyclopenta[c]pyrazolo[4,5,1-ij]quinolin-2-yl)-3-fluoro-5-(trifluoromethyl)benzamide